ClC(OC1=CC=C(C=C1)NC(=O)C1=CN(C(C=C1)=O)C1=CC(=C(C=C1)F)F)(F)F N-[4-(Chlorodifluoro-methoxy)phenyl]-1-(3,4-difluorophenyl)-6-oxo-1,6-dihydropyridine-3-carboxamide